(Z)-3-((1H-pyrrolo[2,3-c]pyridin-2-yl)methylene)-7-fluoro-4-methyl-5-(8-methyl-2,3-dihydro-1H-pyrido[2,3-b][1,4]oxazin-7-yl)indolin-2-one N1C(=CC=2C1=CN=CC2)\C=C\2/C(NC1=C(C=C(C(=C21)C)C2=C(C1=C(OCCN1)N=C2)C)F)=O